2-(4-chloro-2,5-dimethoxyphenyl)ethanamine ClC1=CC(=C(C=C1OC)CCN)OC